C1(=CC=CC=C1)C1=NOC(=C1C1=CC=CC=C1)C 3,4-diphenyl-5-methyl-isoxazole